C(C)N(C(C1=C(C=CC(=C1)F)C=1C=2N(C=C(C1)N1CC3(C1)CN(C3)CC3CCC(CC3)NS(=O)(=O)CC)C(=NC2)C)=O)C(C)C N-ethyl-5-fluoro-2-[3-methyl-6-(6-{[(1r,4r)-4-ethylsulfonylaminocyclohexyl]methyl}-2,6-diazaspiro[3.3]heptane-2-yl)imidazo[1,5-a]pyridin-8-yl]-N-(isopropyl)benzamide